7-{1-[1-(2,4-difluorophenyl)-1H-1,2,3-triazol-4-yl]propyl}-5-iodo-7H-pyrrolo[2,3-d]pyrimidin-4-amine FC1=C(C=CC(=C1)F)N1N=NC(=C1)C(CC)N1C=C(C2=C1N=CN=C2N)I